6-bromo-imidazo[1,2-a]pyridin-2-amine BrC=1C=CC=2N(C1)C=C(N2)N